N-(2-(4-aminopiperidin-1-yl)-3,4-dioxocyclobut-1-en-1-yl)-4-methylbenzenesulfonamide NC1CCN(CC1)C1=C(C(C1=O)=O)NS(=O)(=O)C1=CC=C(C=C1)C